1-((2-chlorophenyl)benzhydryl)-1H-imidazole ClC1=C(C=CC=C1)C(C1=CC=CC=C1)(C1=CC=CC=C1)N1C=NC=C1